2,4-dimethyl-6-heptenoic acid ethyl ester C(C)OC(C(CC(CC=C)C)C)=O